fluoro-5-methoxy-1,2-phenylenediamine FNC1=C(C=C(C=C1)OC)N